ClC1=C(CCl)C(=CC(=N1)Cl)C(F)(F)F 2,6-dichloro-4-trifluoromethyl-nicotinyl chloride